F[C@H]1CNCC[C@@H]1CO ((3r,4r)-3-fluoropiperidin-4-yl)methanol